N-(2-{4-[(aminosulfonyl)amino]-4-methylhexahydropyridin-1-yl}-5-fluorophenyl)-8-(2-fluoro-6-methoxyphenyl)imidazo[3,2-a]pyrazine-6-carboxamide NS(=O)(=O)NC1(CCN(CC1)C1=C(C=C(C=C1)F)NC(=O)C=1N=C(C=2N(C1)C=CN2)C2=C(C=CC=C2OC)F)C